2-(2,4-dioxotetrahydropyrimidin-1(2H)-yl)-5-((4-(5-methylthieno[2,3-d]pyrimidin-4-yl)-3,6-dihydropyridine-1(2H)-yl)methyl)isoindoline-1,3-dione O=C1N(CCC(N1)=O)N1C(C2=CC=C(C=C2C1=O)CN1CCC(=CC1)C=1C2=C(N=CN1)SC=C2C)=O